C(C)(C)(C)OC(\C=C\C1=C(C(=CC=C1)C(C)C)N)=O (E)-3-(2-amino-3-isopropylphenyl)acrylic acid tert-butyl ester